ClC1=C(OCC=2C=C(C=CC2OC)/C=C/C(=O)C2=CC=C(C=C2)O)C=CC=C1Cl (E)-3-[3-[(2,3-Dichlorophenoxy)methyl]-4-methoxyphenyl]-1-(4-hydroxyphenyl)prop-2-en-1-one